F[C@@H]1[C@@H](C1)C(=O)NC1=NN2C(C=C(C=C2)C2=C3C=NNC3=C(C(=C2C)F)C)=C1 (1S,2S)-2-fluoro-N-(5-(6-fluoro-5,7-dimethyl-1H-indazol-4-yl)pyrazolo[1,5-a]pyridin-2-yl)cyclopropane-1-carboxamide